C(C)(C)(C)OC(=O)N1[C@H]2[C@@H](C([C@@H]1CC2)=O)CC(=O)OCC.C(CC)OC(C)NC(C(C)C)=O |r| N-(1-propoxyethyl)isobutyramide (±)-tert-Butyl-(1R,2S,4S)-2-(2-Ethoxy-2-oxoethyl)-3-oxo-7-azabicyclo[2.2.1]heptane-7-carboxylate